O(C1=CC=CC=C1)C([C@H]1OC1)(OC1=CC=CC=C1)OC1=CC=CC=C1 (S)-2-((triphenoxy)methyl)oxirane